COC1=CC=C(C=N1)CC1=NC=CC(=C1)N1N=C(C=2C(NCCC21)=O)C 1-(2-((6-methoxypyridin-3-yl)methyl)pyridin-4-yl)-3-methyl-1,5,6,7-tetrahydro-4H-pyrazolo[4,3-c]pyridin-4-one